(S)-4-(1-Aminoethyl)-2-fluorophenol hydrochloride Cl.N[C@@H](C)C1=CC(=C(C=C1)O)F